ClC1=C(C(=O)NC=2C=NC(=C(C2)Cl)N2CC3C(C2)C(CC3)=O)C=C(C(=C1)C1=C(C=NC=C1)C#C)F 2-chloro-N-(5-chloro-6-(4-oxohexahydrocyclopenta[c]pyrrol-2(1H)-yl)pyridin-3-yl)-4-(3-ethynylpyridin-4-yl)-5-fluorobenzamide